BrC1=CC(=C2C(NC(N=C2C1(F)Cl)Cl)=O)OCCNCC1=CN=CN1C(C1=CC=CC=C1)(C1=CC=CC=C1)C1=CC=CC=C1 7-bromo-2,8-dichloro-8-fluoro-5-(2-(((1-trityl-1H-imidazol-5-yl)methyl)amino)ethoxy)quinazolin-4(3H)-one